C(C)OC(C(=O)C1=C(C(=CC=C1)Cl)OC)=O 2-(3-chloro-2-methoxy-phenyl)-2-oxo-acetic acid ethyl ester